1-methylpyrrolidine-2,5-dione CN1C(CCC1=O)=O